C(C)C=1N(C=2N(C(C1N1CCNCC1)=O)N=C(N2)N2CCOCC2)CC(=O)NC2=C(C=C(C=C2)C(F)(F)F)F 2-(5-ethyl-2-morpholino-7-oxo-6-(piperazin-1-yl)-[1,2,4]triazolo[1,5-a]pyrimidin-4(7H)-yl)-N-(2-fluoro-4-(trifluoromethyl)phenyl)acetamide